2-(4-Chlorophenyl)-3-(2-methylpyridin-4-yl)imidazo[1,2-a]pyrimidine ClC1=CC=C(C=C1)C=1N=C2N(C=CC=N2)C1C1=CC(=NC=C1)C